N-methyl-4-(5-methyl-6-(8-methyl-[1,2,4]triazolo[1,5-a]pyridin-6-yl)-1H-indazol-3-yl)cyclohexan-1-amine CNC1CCC(CC1)C1=NNC2=CC(=C(C=C12)C)C=1C=C(C=2N(C1)N=CN2)C